32-azido-3,6,9,12,15,18,21,24,27,30-decaoxadotriacontane N(=[N+]=[N-])CCOCCOCCOCCOCCOCCOCCOCCOCCOCCOCC